C(C1=CC=CC=C1)(C1=CC=CC=C1)C1=C(N)C(=CC(=C1)CC)C(C1=CC=CC=C1)C1=CC=CC=C1 2,6-di(benzhydryl)-4-ethylaniline